tert-butyl 4-(6-chloro-4-((thiophen-2-ylmethyl) amino) pyrido[3,4-d]pyrimidin-2-yl)-3,6-dihydropyridine-1(2H)-carboxylate ClC1=CC2=C(N=C(N=C2NCC=2SC=CC2)C=2CCN(CC2)C(=O)OC(C)(C)C)C=N1